FC1=CC=C(C=C1)C1=CNC=2N=CC=3C=CC(=CC3C21)C=2C=NNC2 1-(4-fluorophenyl)-8-(1H-pyrazol-4-yl)-3H-pyrrolo[2,3-c]isoquinoline